2-(3-Tert-Butoxycarbonyl-azetidin-1-yl)acetic acid C(C)(C)(C)OC(=O)C1CN(C1)CC(=O)O